methyl (((6-hydroxy-5'-methyl-4-pentyl-1',2',3',4'-tetrahydro-[1,1'-biphenyl]-2-yl)oxy)(propyl)phosphoryl)-L-alaninate OC1=CC(=CC(=C1C1CCCC(=C1)C)OP(=O)(CCC)N[C@@H](C)C(=O)OC)CCCCC